BrCC1=C(C(=C(C=C1)S(=O)(=O)N(CC1=C(C=C(C=C1)OC)OC)CC1=C(C=C(C=C1)OC)OC)F)F 4-(bromomethyl)-2,3-difluoro-N,N-bis(2,4-dimethoxybenzyl)benzenesulfonamide